N1C(=NC2=C1C=CC=C2)C=2C=C(C=CC2)NC2=CC(=CC=C2)C=2C=NC=NC2 N-[3-(1H-benzo[d]imidazol-2-yl)phenyl]-3-(pyrimidin-5-yl)aniline